NCC=1C=CC(=NC1)C=1C(=CC(=NC1)C#N)OC=1N(N=C(C1)C1=CC=CC=C1)C 5-[5-(aminomethyl)pyridin-2-yl]-4-(2-methyl-5-phenylpyrazol-3-yl)oxypyridine-2-carbonitrile